3-(1-ethoxyethenyl)-5-fluoropyridin-2-amine C(C)OC(=C)C=1C(=NC=C(C1)F)N